BrCC1=NN(C=C1)COCC[Si](C)(C)C 3-(bromomethyl)-1-((2-(trimethylsilyl)ethoxy)methyl)-1H-pyrazole